4'-Chloro-5'-(3-(ethylsulfonyl)phenyl)-1',2'-dihydrospiro[cyclopentane-1,3'-pyrrolo[2,3-b]pyridin] ClC1=C2C(=NC=C1C1=CC(=CC=C1)S(=O)(=O)CC)NCC21CCCC1